6-Bromo-N-[1-(1-methylethyl)piperidin-4-yl]-2-{4-[4-(pyridin-3-ylmethyl)piperazin-1-yl]phenyl}-3H-imidazo[4,5-b]pyridin-7-amine BrC=1C(=C2C(=NC1)NC(=N2)C2=CC=C(C=C2)N2CCN(CC2)CC=2C=NC=CC2)NC2CCN(CC2)C(C)C